ClC=1C=C(C=C(C1)CN1C[C@H](CCC1)C)N1C(C2=CC(=CC=C2C1)C1(COC1)CC1=NN=CN1C)=O (S)-2-(3-Chloro-5-((3-methylpiperidin-1-yl)methyl)phenyl)-6-(3-((4-methyl-4H-1,2,4-triazol-3-yl)methyl)oxetan-3-yl)isoindolin-1-one